calcium ethylenediamine tetraacetate C(C)(=O)ON(CCN(OC(C)=O)OC(C)=O)OC(C)=O.[Ca]